FC=1C(=C(C=CC1F)O)C 3,4-difluoro-2-methyl-phenol